OC1=CC=C(C=C1)N1N=NN=C1S 1-(4-hydroxyphenyl)-5-sulfydryl-tetrazole